cyclopropyl-((2r,3S)-3-hydroxy-2-methylazetidin-1-yl)methanone C1(CC1)C(=O)N1[C@@H]([C@H](C1)O)C